Thioglycerin SCC(O)CO